5-[(3S)-3-{[2-(3,3-difluorocyclobutyl)ethyl]amino}-5-fluoro-7-hydroxy-3,4-dihydro-2H-1-benzothiopyran-6-yl]-1λ6,2,5-thiadiazolidine-1,1,3-trione FC1(CC(C1)CCN[C@@H]1CSC2=C(C1)C(=C(C(=C2)O)N2CC(NS2(=O)=O)=O)F)F